2-(sec-butyl)-6-fluoro-7-methylbenzo[d]isothiazole C(C)(CC)N1SC2=C(C1)C=CC(=C2C)F